C(=O)C1C2=CC(=CC=C2C=2C=CC(=CC12)C(=O)O)C(=O)O 9-formyl-2,7-fluorenedicarboxylic acid